FC1=CC=C(C=C1)C1(C=CC2=C(O1)C=1C=CC(=CC1C1=C2C(C2=CC(=CC=C21)C2=CC=C(C=C2)C(F)(F)F)(CCC)CCC)OC)C2=CC=C(C=C2)N2CCOCC2 3-(4-fluorophenyl)-3-(4-morpholinophenyl)-7-methoxy-11-(4-trifluoromethylphenyl)-13,13-di-n-propyl-3H,13H-indeno[2',3':3,4]naphtho[1,2-b]pyran